CC1=NOC2=NC=NC(=C21)NCC2=CC=C(C=C2)S(=O)(=O)N 4-(((3-Methylisoxazolo[5,4-d]pyrimidin-4-yl)amino)methyl)benzenesulfonamide